methyl-(piperidin-4-yl)carbamic acid tert-butyl ester C(C)(C)(C)OC(N(C1CCNCC1)C)=O